F[B-](F)(F)F.C[N+](=C(SC1=[N+](C=CC=C1)[O-])N(C)C)C N,N,N',N'-tetramethyl-S-(1-oxido-2-pyridyl)thiouronium tetrafluoroborate